ClC1=NC2=CC=CC(=C2C=C1)Cl 2,5-Dichloroquinolin